6-oxo-6-((3-(2-(pyrrolidin-1-yl)ethyl)-1H-indol-7-yl)oxy)hexanoic acid O=C(CCCCC(=O)O)OC=1C=CC=C2C(=CNC12)CCN1CCCC1